C(C)(C)(C)OC(=O)N1CCC(=CC1=O)C1=CC(=C(C=C1)[N+](=O)[O-])OCC1=CC=CC=C1.CN1C(OC2=C1C=CC(=C2)C2CC(N(CC2)C(=O)NCCCCC2=CC=CC=C2)=O)=O 4-(3-Methyl-2-oxo-1,3-benzoxazol-6-yl)-2-oxo-N-(4-phenylbutyl)piperidine-1-carboxamide tert-Butyl-4-(3-benzyloxy-4-nitro-phenyl)-6-oxo-2,3-dihydropyridine-1-carboxylate